hexakis(tridecyl)-1,1,3-tris(2-methyl-4-hydroxy-5-tert-butylphenyl)butane triphosphite P(O)(O)O.P(O)(O)O.P(O)(O)O.C(CCCCCCCCCCCC)C(C(C(C(C1=C(C=C(C(=C1)C(C)(C)C)O)C)(C1=C(C=C(C(=C1)C(C)(C)C)O)C)CCCCCCCCCCCCC)(CCCCCCCCCCCCC)CCCCCCCCCCCCC)(C1=C(C=C(C(=C1)C(C)(C)C)O)C)CCCCCCCCCCCCC)CCCCCCCCCCCCC